((1R,5S,6r)-3-(5-((3-chloro-2-(1H-pyrazol-1-yl)pyridin-4-yl)thio)pyrazin-2-yl)-6-(4-methylthiazol-2-yl)-3-azabicyclo[3.1.0]hexan-6-yl)methanamine ClC=1C(=NC=CC1SC=1N=CC(=NC1)N1C[C@H]2C([C@H]2C1)(C=1SC=C(N1)C)CN)N1N=CC=C1